N-((1s,3s)-3-(6-((4-((1-(2-(2,6-dioxopiperidin-3-yl)-1,3-dioxoisoindolin-5-yl)piperidin-4-yl)methoxy)benzyl)amino)-9H-purin-9-yl)cyclobutyl)-6-methylpicolinamide O=C1NC(CC[C@@H]1N1C(C2=CC=C(C=C2C1=O)N1CCC(CC1)COC1=CC=C(CNC2=C3N=CN(C3=NC=N2)C2CC(C2)NC(C2=NC(=CC=C2)C)=O)C=C1)=O)=O